NC1=NC=CC(=C1)C(NC(CCC(F)(F)F)=O)C1CC1 N-((2-aminopyridin-4-yl)(cyclopropyl)methyl)-4,4,4-trifluorobutanamide